C(C)(C)(C)CN(C(O)=O)CCNC([C@H](NC1=NC=2C(=CC=CC2C=2N1N=C(N2)C=2C=NN(C2)C)Br)C)=O.NC(CCC[C@H](N)C(=O)O)N epsilon-aminolysine tert-butyl-[2-({N-[7-bromo-2-(1-methyl-1H-pyrazol-4-yl)[1,2,4]triazolo[1,5-c]quinazolin-5-yl]-D-alanyl}amino)ethyl]methylcarbamate